2,2'-dihydroxy-6,6'-diphenyl-1,1'-binaphthyl OC1=C(C2=CC=C(C=C2C=C1)C1=CC=CC=C1)C1=C(C=CC2=CC(=CC=C12)C1=CC=CC=C1)O